ClC=1C=C(C=CC1Cl)C1=C(C(N(C(=C1)C)C1=C(C=C(C=C1)F)F)=O)C(=O)O 4-(3,4-dichlorophenyl)-1-(2,4-difluorophenyl)-6-methyl-2-oxo-pyridine-3-carboxylic acid